tert-Butyl (3S*,4R*)-3-(3-bromo-2,5-difluorobenzyl)-5-fluoro-4-[(methylsulfonyl)amino]-2-azabicyclo[3.1.1]heptane-2-carboxylate BrC=1C(=C(C[C@@H]2N(C3CC([C@@H]2NS(=O)(=O)C)(C3)F)C(=O)OC(C)(C)C)C=C(C1)F)F |o1:5,10|